C[Si](O[Si](O[Si](C1=CC=CC=C1)(C1=CC=CC=C1)C1=CC=CC=C1)(C)C)(O[Si](C1=CC=CC=C1)(C1=CC=CC=C1)C1=CC=CC=C1)C Tetramethyl-Hexa-phenyl-Tetrasiloxane